C(C)OC(=O)[C@@]1(C[C@H]([C@@H](C1)O)N=[N+]=[N-])CC1=CC(=CC=C1)C1=NC=C(C=N1)Br |o1:5,7,8| (1R*,3R*,4R*)-3-azido-1-(3-(5-bromopyrimidin-2-yl)benzyl)-4-hydroxycyclopentane-1-carboxylic acid ethyl ester